C(CCCCCCC)SSSSSCCCCCCCC Dioctyl pentasulfid